C(C)(=O)C=1C(=CSC1)OCC1=CC=C(CN2CCCC2)C=C1 1-{4-[(4-Acetylthiophen-3-yloxy)methyl]benzyl}pyrrolidine